(4-FLUOROPHENYLAMINOMETHYLENE)-4-BENZENEBORONIC ACID B(C1=CC=C(C=C1)C=NC2=CC=C(C=C2)F)(O)O